O1NC[C@@H]2[C@H]1CN(C2)C(=O)OC(C)(C)C tert-butyl (3aR,6aS)-hexahydro-5H-pyrrolo[3,4-d]isoxazole-5-carboxylate